O1COC=2C=NC(=CC21)N(C2CCC(CC2)N(C2=C(C(N(C=1C=CC(=NC21)C#N)C)=O)C#N)C)CC2CC2 8-((4-([1,3]dioxolo[4,5-c]pyridin-6-yl(cyclopropylmethyl)amino)cyclohexyl)(methyl)amino)-5-methyl-6-oxo-5,6-dihydro-1,5-naphthyridine-2,7-dicarbonitrile